methyl (R)-3-((2-(benzyloxy)-2-oxoethyl) amino)-2-(((benzyloxy) carbonyl)amino)propanoate C(C1=CC=CC=C1)OC(CNC[C@H](C(=O)OC)NC(=O)OCC1=CC=CC=C1)=O